1-(4-Methylbenzyl)-3-[(3-oxetanylamino)methyl]-1H-indole-2-carboxylic acid CC1=CC=C(CN2C(=C(C3=CC=CC=C23)CNC2COC2)C(=O)O)C=C1